5,7-Dimethoxy-3',4'-methylenedioxyflavanone COC1=C2C(CC(OC2=CC(=C1)OC)C1=CC2=C(C=C1)OCO2)=O